N-benzoyloxy-1-(4-phenylthiophenyl)propane-imine C(C1=CC=CC=C1)(=O)ON=C(CC)C1=CC=C(C=C1)SC1=CC=CC=C1